COC=1C=C(C(=O)CC#N)C=CC1OC 3,4-dimethoxybenzoyl-acetonitrile